C(C(C)C)C1=CC=C(C=C1)[C@H](C(=O)O)C |r| (RS)-2-(4-isobutylphenyl)-propionic acid